CC(C)(C)C(=O)OC1=C(C=C(C=C1)C(CNC)O)OC(=O)C(C)(C)C.Cl The molecule is the hydrochloride salt of dipivefrin. It is used topically as eye drops to reduce intra-ocular pressure in the treatment of open-angle glaucoma or ocular hypertension. It has a role as an adrenergic agonist, a sympathomimetic agent and an antiglaucoma drug. It contains a dipivefrin(1+).